[Ir+].CC1=CC=NC2=C3N=CC=C(C3=CC=C12)C (4,7-dimethyl-1,10-phenanthroline) iridium (I)